ClC1=CC(=C2C(=NC(N(C2=C1)C1=CC=CC=C1)=O)O)C1=CC=NC=C1 7-chloro-4-hydroxy-1-phenyl-5-(pyridin-4-yl)quinazolin-2(1H)-one